ClC1=C(C=CC=C1)C(=C)C1=C(NC)C=CC=C1 2-(1-(2-chlorophenyl)vinyl)-N-methylaniline